FC(OC=1C=C(C=C2C(=NN(C12)CC#C)C1=C(C(=O)N)C=CC(=C1)F)CCC)F (7-(difluoromethoxy)-1-(prop-2-yn-1-yl)-5-propyl-1H-indazol-3-yl)-4-fluorobenzamide